C(C1=CC=CC=C1)N1C[C@H]([C@@H](C1)C=1C=NC(=CC1)C)N trans-1-benzyl-4-(6-methylpyridin-3-yl)pyrrolidin-3-amine